ClC=1C=CC(=C(C1)B(O)O)C(F)(F)F (5-chloro-2-(trifluoromethyl)phenyl)boronic acid